((2R,3S,4S,5R)-3,4,5,6-tetrahydroxytetrahydro-2H-pyran-2-yl)tetradecanoic acid methyl ester COC(C(CCCCCCCCCCCC)[C@H]1OC([C@@H]([C@H]([C@@H]1O)O)O)O)=O